(11aR,12aS)-2,11,12,12-tetramethyl-11,11a,12,12a-tetrahydro-3H-benzo[5,6][1,2]thiazino[2,3-a]indole 5,5-dioxide CC=1CC=C2[C@H](C([C@@H]3N(C=4C=CC=CC4C3C)S2(=O)=O)(C)C)C1